(6R)-N-{6,7-dimethoxy-1H,2H,3H-cyclopenta[b]quinolin-9-yl}-1,4-oxazepan-6-amine COC=1C(=CC=2C(=C3C(=NC2C1)CCC3)N[C@@H]3CNCCOC3)OC